FC1=C(C=CC=C1OC)N1CCN(CC1)CC[C@@H]1CC[C@H](CC1)NC(N(C)C)=O 3-(trans-4-(2-(4-(2-Fluoro-3-methoxyphenyl)piperazin-1-yl)ethyl)cyclohexyl)-1,1-dimethylurea